2-ethyl-3-(4-methoxybenzyloxy)-pyridin-4-one C(C)C1=NC=CC(C1OCC1=CC=C(C=C1)OC)=O